5-bromo-7-methyl-1,4-dihydroquinoxaline-2,3-dione BrC1=C2NC(C(NC2=CC(=C1)C)=O)=O